Trimyristin CCCCCCCCCCCCCC(OCC(OC(CCCCCCCCCCCCC)=O)COC(CCCCCCCCCCCCC)=O)=O